(5,9,13,17-tetramethyloctadec-4-enoyl)3-methyl-1,3-butanediol CC(=CCCC(=O)C(CC(C)(O)C)O)CCCC(CCCC(CCCC(C)C)C)C